2-cyano-5-methylbenzenesulfonamide C(#N)C1=C(C=C(C=C1)C)S(=O)(=O)N